(R)-4-(2-(1H-indol-4-yl)-7-(4-(methylsulfonyl)phenyl)thieno[3,2-d]pyrimidin-4-yl)-3-methylmorpholine N1C=CC2=C(C=CC=C12)C=1N=C(C2=C(N1)C(=CS2)C2=CC=C(C=C2)S(=O)(=O)C)N2[C@@H](COCC2)C